CSC1=NC=C(C=N1)C(C)N1N=NC(=C1)C(=O)O (1-(2-(methylthio)pyrimidin-5-yl)ethyl)-1H-1,2,3-triazole-4-carboxylic acid